C(C)(C)OC(CBr)OC1C(=C(CC1)C)C bromoacetaldehyde 2,3-dimethyl-2-cyclopentenyl isopropyl acetal